Cl.Cl.COC1=NC(=CC=C1NC(=O)C=1C(=NOC1C)C1=CC=CC=C1)C=1N=CN2C1CNCC2 N-(2-methoxy-6-(5,6,7,8-tetrahydroimidazo[1,5-a]pyrazin-1-yl)pyridin-3-yl)-5-methyl-3-phenylisoxazole-4-carboxamide dihydrochloride